FC(F)P([O-])([O-])=O difluoromethyl(phosphonate)